diphenyl-N,N'-di-(3-methylphenyl)-1,1'-biphenyl-4,4'-diamine C1(=CC=CC=C1)C=1C(=C(C=CC1NC1=CC(=CC=C1)C)C1=CC=C(C=C1)NC1=CC(=CC=C1)C)C1=CC=CC=C1